BrC=1C(=NC=NC1)N[C@H](C(=O)O)CCN(CCCCC1=NC=2NCCCC2C=C1)CCOCC (S)-2-((5-bromopyrimidin-4-yl)amino)-4-((2-ethoxyethyl)(4-(5,6,7,8-tetrahydro-1,8-naphthyridin-2-yl)butyl)amino)butanoic acid